calcium di(hydrogen sulphite) S(=O)(O)[O-].S(=O)(O)[O-].[Ca+2]